(2R)-2-[3-[6-([[4-(Piperidine-1-carbonyl)pyridin-2-yl]carbamoyl]amino)pyridin-2-yl]-4H-1,2,4-triazol-4-yl]propyl (2S)-2-amino-3-methylbutanoate N[C@H](C(=O)OC[C@@H](C)N1C(=NN=C1)C1=NC(=CC=C1)NC(NC1=NC=CC(=C1)C(=O)N1CCCCC1)=O)C(C)C